COC(C(C)(OC)OC)(C)OC Tetramethoxybutan